ClC1=CC=C2C(=CC=NC2=C1)NC1=CC=C(C=C1)N1C(COCC1)=O 4-(4-((7-chloroquinolin-4-yl)amino)phenyl)morpholin-3-one